CC(CCCCCC)O (-)-2-octyl alcohol